3-(5-iodopyridin-2-yl)-3-oxopropanenitrile IC=1C=CC(=NC1)C(CC#N)=O